C(CCCCCCCC(=O)OCCCCCCCCCCCC)(=O)OCCCCCCCCCCCC di-dodecyl azelate